C[C@@H]1N(CCC1)C(=O)O[C@H]1C[C@H](CC1)C1=CC(=NN1)NC(COC1=C(C(=CC=C1)O)C=O)=O (S)-((1R,3S)-3-(3-(2-(2-formyl-3-hydroxyphenoxy) acetamido)-1H-pyrazol-5-yl)cyclopentyl) 2-methylpyrrolidine-1-carboxylate